N-(4-(4-(4-(2-amino-4-(difluoromethyl)pyrimidin-5-yl)-6-morpholino-1,3,5-triazin-2-yl)piperazin-1-yl)-4-oxobutyl)-N,3-dimethylbut-2-enamide NC1=NC=C(C(=N1)C(F)F)C1=NC(=NC(=N1)N1CCOCC1)N1CCN(CC1)C(CCCN(C(C=C(C)C)=O)C)=O